4-hydroxy-3-methoxy-5-nitrobenzoic chloride OC1=C(C=C(C(=O)Cl)C=C1[N+](=O)[O-])OC